5-chloro-1-phenyl-3-(trifluoromethyl)-N-[(1R,3S)-3-{[2-(trifluoromethyl)quinolin-4-yl]amino}cyclohexyl]-1H-pyrazole-4-carboxamide ClC1=C(C(=NN1C1=CC=CC=C1)C(F)(F)F)C(=O)N[C@H]1C[C@H](CCC1)NC1=CC(=NC2=CC=CC=C12)C(F)(F)F